hafnium pentahydrate O.O.O.O.O.[Hf]